tert-Butyl N-[6-(methylcarbamothioyl)-3-pyridyl]carbamate CNC(=S)C1=CC=C(C=N1)NC(OC(C)(C)C)=O